5-bromo-N-[3-(5-chloro-1,3-benzoxazol-2-yl)-1-bicyclo[1.1.1]pentanyl]furan-2-carboxamide BrC1=CC=C(O1)C(=O)NC12CC(C1)(C2)C=2OC1=C(N2)C=C(C=C1)Cl